N-tert-butoxycarbonyl-N,N'-Dimethylethylenediamine C(C)(C)(C)OC(=O)N(CCNC)C